1,2,4-triazine-3-amine N1=NC(=NC=C1)N